CC(C=O)CC1=CC=C(C=C1)C(C)C 2-Methyl-3-(p-isopropylphenyl)-propionaldehyde